N(=[N+]=[N-])[C@@]1(CN(C[C@H]1CCCB1OC(C(O1)(C)C)(C)C)S(N)(=O)=O)C(=O)OCC1=CC=CC=C1 |r| (rac)-benzyl trans-3-azido-1-sulfamoyl-4-(3-(4,4,5,5-tetramethyl-1,3,2-dioxaborolan-2-yl)propyl)pyrrolidine-3-carboxylate